N(=O)N(CCCC)CCCC N-nitrosodibutyl-amine